4-(METHOXYCARBONYLAMINO)BENZENEBORONIC ACID COC(=O)NC1=CC=C(C=C1)B(O)O